CC1CC(CC(C1)C)NC(C1=NC=CC(=C1)N1C=NC=C1)=O N-(3,5-dimethylcyclohexyl)-4-(1H-imidazol-1-yl)picolinamide